3-methyl-butyryl-CoA CC(CC(=O)SCCNC(CCNC([C@@H](C(COP(OP(OC[C@@H]1[C@H]([C@H]([C@@H](O1)N1C=NC=2C(N)=NC=NC12)O)OP(=O)(O)O)(=O)O)(=O)O)(C)C)O)=O)=O)C